N1(CCCCC1)C(=O)C=1C=NN2C1C=C(C=C2)CNC(C2=CC=CC=C2)=O N-((3-(piperidine-1-carbonyl)pyrazolo[1,5-a]pyridin-5-yl)methyl)benzamide